racemic-2-(4-chlorophenyl)-2-((3-(2-hydroxyethoxy)-5-methoxyphenyl)amino)-1-(5-methoxy-6-(trifluoromethoxy)indolin-1-yl)ethanone ClC1=CC=C(C=C1)[C@H](C(=O)N1CCC2=CC(=C(C=C12)OC(F)(F)F)OC)NC1=CC(=CC(=C1)OC)OCCO |r|